N-(5-((5-chloropyridin-2-yl)methoxy)-1,3,4-thiadiazol-2-yl)-4-(2-fluoro-5-(((tetrahydro-2H-pyran-2-yl)oxy)methyl)phenyl)-6-methylnicotinamide ClC=1C=CC(=NC1)COC1=NN=C(S1)NC(C1=CN=C(C=C1C1=C(C=CC(=C1)COC1OCCCC1)F)C)=O